6'-((6-aminopyrimidin-4-yl)amino)-8'-chloro-2'H-spiro[cyclohexane-1,3'-imidazo[1,5-a]pyridine]-1',5'-dione NC1=CC(=NC=N1)NC1=CC(=C2N(C1=O)C1(NC2=O)CCCCC1)Cl